2-(4-(7H-pyrrolo[2,3-d]pyrimidin-4-yl)piperazin-1-yl)-N-(4-(N-(2-methoxyethyl)-N-methylsulfamoyl)phenyl)acetamide N1=CN=C(C2=C1NC=C2)N2CCN(CC2)CC(=O)NC2=CC=C(C=C2)S(N(C)CCOC)(=O)=O